(S)-6-(1'-amino-1'H,3'H-spiro[piperidin-4,2'-pyrrolizine]-1-yl)-3-(2,3-dichlorophenyl)-2-methylpyrimidin-4(3H)-one N[C@H]1C2(CN3C=CC=C13)CCN(CC2)C2=CC(N(C(=N2)C)C2=C(C(=CC=C2)Cl)Cl)=O